4-cyclopentyl-6-(4-((2-methoxybenzoylamino)methyl)phenyl)-1H-pyrrolo[3,2-c]Pyridine-7-carboxamide C1(CCCC1)C1=NC(=C(C2=C1C=CN2)C(=O)N)C2=CC=C(C=C2)CNC(C2=C(C=CC=C2)OC)=O